[4-(difluoromethoxy)phenyl]boronic acid FC(OC1=CC=C(C=C1)B(O)O)F